2-[3-[(2R)-1-(4-methyl-4H-1,2,4-triazol-3-yl)propan-2-yl]phenyl]-6-(1H-pyrazol-5-yl)-4-(trifluoromethyl)isoindolin-1-one CN1C(=NN=C1)C[C@@H](C)C=1C=C(C=CC1)N1C(C2=CC(=CC(=C2C1)C(F)(F)F)C1=CC=NN1)=O